OC1(CCCC1)CN1N=C2N=C(C=CC2=C1)C1=C(C=C(C=C1C)C(F)(F)F)O 2-[2-[(1-hydroxycyclopentyl)methyl]pyrazolo[3,4-b]pyridin-6-yl]-3-methyl-5-(trifluorometh-yl)phenol